pentaerythritol tetrakis(3,5-di-tert-butyl-4-hydroxyhydrocinnamate) C(C)(C)(C)C=1C=C(CCC(=O)OCC(COC(CCC2=CC(=C(C(=C2)C(C)(C)C)O)C(C)(C)C)=O)(COC(CCC2=CC(=C(C(=C2)C(C)(C)C)O)C(C)(C)C)=O)COC(CCC2=CC(=C(C(=C2)C(C)(C)C)O)C(C)(C)C)=O)C=C(C1O)C(C)(C)C